(2-(dimethylamino)ethyl)-5-methoxy-N1-methyl-N4-(4-(1-methyl-6-((trimethylsilyl)ethynyl)-1H-indol-3-yl)pyrimidin-2-yl)-2-nitrobenzene-1,4-diamine CN(CCC=1C(=C(C=C(C1NC1=NC=CC(=N1)C1=CN(C2=CC(=CC=C12)C#C[Si](C)(C)C)C)OC)NC)[N+](=O)[O-])C